C(C)(=O)C1=CN(C2=CC=C(C=C12)C1=CN=NC=C1)CC(=O)N1[C@@H](C[C@H](C1)F)C(=O)NC1=CC2=CC=CC=C2C=C1 (2S,4R)-1-(2-(3-acetyl-5-(pyridazin-4-yl)-1H-indol-1-yl)acetyl)-4-fluoro-N-(naphthalen-2-yl)pyrrolidine-2-carboxamide